nitrobenzene diazonaphthalenedisulfonate [N+](=[N-])=C1C(C(=C2C=CC=CC2=C1)S(=O)(=O)O)S(=O)(=O)O.[N+](=O)([O-])C1=CC=CC=C1